Naphthalen-1-ylmethyl (1s,4s)-4-(2-fluoro-4-methoxy-5-((2-methyl-6-(((1-methylcyclobutyl)methyl)carbamoyl)phenyl)carbamoyl)phenoxy)-1-methylcyclohexane-1-carboxylate FC1=C(OC2CCC(CC2)(C(=O)OCC2=CC=CC3=CC=CC=C23)C)C=C(C(=C1)OC)C(NC1=C(C=CC=C1C(NCC1(CCC1)C)=O)C)=O